Acrylamide dimethyl-taurate ammonium [NH4+].CN(CCS(=O)(=O)[O-])C.C(C=C)(=O)N